NCC(C)(C)C1=CN=CC=2N=C(N=C(C21)N)C=2C=NNC2 (1-amino-2-methylpropan-2-yl)-2-(1H-pyrazol-4-yl)pyrido[3,4-d]pyrimidin-4-amine